[Si](C1=CC=CC=C1)(C1=CC=CC=C1)(C(C)(C)C)OCC1CCC(CO1)=NNC(=O)O 2-(6-(((tert-butyldiphenylsilyl)oxy)methyl)dihydro-2H-pyran-3(4H)-ylidene)hydrazine-1-carboxylic acid